[O]N1N=NC2=C(C1=O)C=CC=C2 3-(λ1-oxidaneyl)benzo[d][1,2,3]triazin-4(3H)-one